ClC1=NC=C(C(=N1)OC)C(=O)NC1=C(C=CC=C1C#C[Si](C)(C)C)Cl 2-chloro-N-(2-chloro-6-((trimethylsilyl)ethynyl)phenyl)-4-methoxypyrimidine-5-carboxamide